NC1=NC=C(C=C1C1=NC=C(C=C1)C(=O)N(C)C)C1=C2C(=NC=C1)NC(N2)=O 2'-amino-N,N-dimethyl-5'-(2-oxo-2,3-dihydro-1H-imidazo[4,5-b]pyridin-7-yl)-[2,3'-bipyridine]-5-carboxamide